5-[bis(3-methoxybenzyl)aminocarbonyloxymethoxymethoxy]dimethylaminobenzylamine COC=1C=C(CN(C(=O)OCOCOC=2C=CC=C(CNN(C)C)C2)CC2=CC(=CC=C2)OC)C=CC1